(Ra)-4-(4-((1R,5S)-3,8-diazabicyclo[3.2.1]octan-3-yl)-6,8-difluoro-2-((3-methyl-3-azabicyclo[4.1.0]heptane-1-yl)methoxy)quinazolin-7-yl)-5-ethynyl-6-fluoronaphthalen-2-ol [C@H]12CN(C[C@H](CC1)N2)C2=NC(=NC1=C(C(=C(C=C21)F)C2=CC(=CC1=CC=C(C(=C21)C#C)F)O)F)OCC21CN(CCC1C2)C